C(C1=CC=CC=C1)OC=1C(=NC=CC1)C=1C=C(SC1)C(=O)NC1=CC(=CC(=C1)S(=O)(=O)C)Br 4-(3-(benzyloxy)pyridin-2-yl)-N-(3-bromo-5-(methylsulfonyl)phenyl)thiophene-2-carboxamide